C1(CCCC1)N1C=2N(C3=C(C1=O)C=NC(=N3)NC3=CC=C(C=C3)N3CCN(CC3)C)CCN2 6-Cyclopentyl-2-((4-(4-methylpiperazin-1-yl)phenyl)amino)-8,9-dihydroimidazo[1,2-a]pyrimido[5,4-e]pyrimidin-5(6H)-one